O[C@@H]1C[C@H](N(C1)C(C(C(C)C)C1=CC(=NO1)C)=O)C(=O)OC methyl (2S,4R)-4-hydroxy-1-[3-methyl-2-(3-methylisoxazol-5-yl)butanoyl]pyrrolidine-2-carboxylate